(1S,2r,3S,6r,7S,9S)-4-[(2S)-2-[(tert-butoxycarbonyl)amino]-3,3-dimethylbutyryl]-9-fluoro-4-azatricyclo[5.2.1.0{2,6}]decane-3-carboxylic acid C(C)(C)(C)OC(=O)N[C@H](C(=O)N1[C@@H]([C@H]2[C@H]3[C@H](C[C@@H]([C@H]2C1)C3)F)C(=O)O)C(C)(C)C